5-(1-azetidinyl)-2-aminopyridine N1(CCC1)C=1C=CC(=NC1)N